C(#N)C1=CC=C(C=C1)CS(=O)(=O)NC1=NC=C(C=C1)C1=NC=2C=NC(=NC2N(C1=O)C(C)C)N[C@@H]1CC([C@H](CC1)N(C)C)F 1-(4-cyanophenyl)-N-(5-(2-(((1S,4S)-4-(dimethylamino)-3-fluorocyclohexyl)amino)-8-isopropyl-7-oxo-7,8-dihydropteridin-6-yl)pyridin-2-yl)methanesulfonamide